C1(CCCCC1)CN1C=NC2=CC=C(C=C2C1=O)OC1=CC(=NC=C1)C=1C=NN(C1)C 3-(cyclohexylmethyl)-6-{[2-(1-methylpyrazol-4-yl)-4-pyridyl]oxy}quinazolin-4-one